C(C)N1[C@H](CCCC1)COC=1C=C2CN(C(C2=CC1)=O)C1C(NC(CC1)=O)=O 3-(5-(((R)-1-ethyl-piperidin-2-yl)methoxy)-1-oxoisoindolin-2-yl)piperidine-2,6-dione